N-(3-{[7-methoxy-9-(methylamino)-1H,2H,3H-cyclopenta[b]quinolin-6-yl]oxy}propyl)acetamide COC1=CC=2C(=C3C(=NC2C=C1OCCCNC(C)=O)CCC3)NC